N-((1R,4R)-4-(((5-fluoro-2-((1-isopropyl-3-methyl-1H-pyrazol-4-yl)amino)pyrimidin-4-yl)oxy)methyl)cyclohexyl)acetamide FC=1C(=NC(=NC1)NC=1C(=NN(C1)C(C)C)C)OCC1CCC(CC1)NC(C)=O